COC1=CC=C(CN(C2=NC(=NN3C2=NC=C3C(C=3C=CC(=NC3)OCCNC(OC(C)(C)C)=O)O)OCCCC)CC3=CC=C(C=C3)OC)C=C1 tert-butyl (2-((5-((4-(bis(4-methoxybenzyl)amino)-2-butoxyimidazo[2,1-f][1,2,4]triazin-7-yl)(hydroxy)methyl)pyridin-2-yl)oxy)ethyl)carbamate